C(C)(C)(C)C1C2(C(N(C(N2C)=O)C=2C=NC(=CC2)C(F)(F)F)=O)CCNC1 tert-butyl-1-methyl-2,4-dioxo-3-(6-(trifluoromethyl)pyridin-3-yl)-1,3,8-triazaspiro[4.5]decane